1,2-dimyristoyl-3-trimethylammoniopropane C(CCCCCCCCCCCCC)(=O)CC(C[N+](C)(C)C)C(CCCCCCCCCCCCC)=O